(4-(1-((2,2-difluorocyclopropyl)methyl)-1H-benzo[d]imidazol-2-yl)piperidin-1-yl)(1-(3-fluorophenyl)-1H-indazol-5-yl)methanone FC1(C(C1)CN1C(=NC2=C1C=CC=C2)C2CCN(CC2)C(=O)C=2C=C1C=NN(C1=CC2)C2=CC(=CC=C2)F)F